C(C)(C)C=1NC=CN1 2-iso-propylimidazole